(E)-3-ethoxy-N-methyl-N-(4-(trifluoromethyl)phenyl)acrylamide C(C)O/C=C/C(=O)N(C1=CC=C(C=C1)C(F)(F)F)C